FC1=C(OC2=C3C(=NC=C2)N(N=C3)CC3=CC=C(C=C3)OC)C=CC(=C1)[N+](=O)[O-] 4-(2-fluoro-4-nitrophenoxy)-1-[(4-methoxyphenyl)methyl]Pyrazolo[3,4-b]Pyridine